1H-benzo[d]imidazol-6-diazonium hydrogensulfate S(=O)(=O)(O)[O-].N1C=NC2=C1C=C(C=C2)[N+]#N